4-methyl-5,6-dihydro-2H-thiopyran CC1=CCSCC1